NC=1C2=C(N(C(N1)=O)C1=CC=CC3=C1CCO3)N=C(C=C2)C2CC2 4-amino-7-cyclopropyl-1-(2,3-dihydrobenzofuran-4-yl)pyrido[2,3-d]pyrimidin-2(1H)-one